[C@@H]12[C@@H](C[C@@H](CC1)O2)C=2N1C(=NN2)C[C@H](C1)C1=C(C=CC(=C1Cl)Cl)O 2-((S)-3-((1S,2S,4R)-7-oxabicyclo[2.2.1]heptan-2-yl)-6,7-dihydro-5H-pyrrolo[2,1-c][1,2,4]triazol-6-yl)-3,4-dichlorophenol